(+/-)-2,2-bis(diphenylphosphino)-1,1-binaphthalene C1(=CC=CC=C1)P(C1(C(=C2C=CC=CC2=CC1)C1=CC=CC2=CC=CC=C12)P(C1=CC=CC=C1)C1=CC=CC=C1)C1=CC=CC=C1